1-(1-cyclopropylbenzimidazol-5-yl)ethanone oxime C1(CC1)N1C=NC2=C1C=CC(=C2)C(C)=NO